ClC=1C=C2C(=C(C(N(C2=NC1C1=C(C=CC=C1)C)C=1C(=NC=CC1C(C)C)C(C)C)=O)C#N)N1CCN(CC1)C(=O)OC(C)(C)C tert-butyl 4-(6-chloro-3-cyano-1-(2,4-diisopropylpyridin-3-yl)-2-oxo-7-(o-tolyl)-1,2-dihydro-1,8-naphthyridin-4-yl)piperazine-1-carboxylate